N-(3-cyano-4-methyl-1H-indol-7-yl)-1-[(1R,2S)-2-hydroxy-1-methylpropyl]pyrazole-4-sulfonamide C(#N)C1=CNC2=C(C=CC(=C12)C)NS(=O)(=O)C=1C=NN(C1)[C@@H]([C@H](C)O)C